2-(4-(2-((3-cyclopropyl-1,2,4-thiadiazol-5-yl)amino)-2-oxoethyl)-2-fluorophenoxy)pyridine-3-carboxamide C1(CC1)C1=NSC(=N1)NC(CC1=CC(=C(OC2=NC=CC=C2C(=O)N)C=C1)F)=O